(5R)-2-[6-(difluoromethyl)pyridine-3-carbonyl]-9,9-dimethyl-8-oxo-2-azaspiro[4.5]dec-6-ene-7-carbonitrile FC(C1=CC=C(C=N1)C(=O)N1C[C@]2(CC1)C=C(C(C(C2)(C)C)=O)C#N)F